(7-((5-chloro-4-(propylamino)-7H-pyrrolo[2,3-d]pyrimidin-2-yl)amino)-2,3-dihydrobenzofuran-4-yl)(4-morpholinopiperidin-1-yl)methanone ClC1=CNC=2N=C(N=C(C21)NCCC)NC2=CC=C(C=1CCOC12)C(=O)N1CCC(CC1)N1CCOCC1